OC[C@]1([C@@H](O)[C@H](O)[C@H](O1)CO)N[C@@H](CC1=CNC=N1)C(=O)O α-fructosyl-histidine